NC1CCC(CC1)(F)CCN1CCN(CC1)C=1C=C(C#N)C=C(C1)C(F)(F)F 3-(4-(2-(cis-4-amino-1-fluorocyclohexyl)ethyl)piperazin-1-yl)-5-(trifluoromethyl)benzonitrile